(1S,5R)-3-(8-cyanoquinolin-5-yl)-5-(trifluoromethyl)-3-azabicyclo[3.1.0]hexane-1-carboxylic acid hydrazide C(#N)C=1C=CC(=C2C=CC=NC12)N1C[C@@]2(C[C@@]2(C1)C(F)(F)F)C(=O)NN